C(CCCCCCCCCCCCC)(=O)[O-].C(CCCCCCCCCCCCC)(=O)[O-].[Al+2] Aluminium dimyristat